(5-(2,2-dimethyl-4-(p-tolyl)-2H-chromen-6-yl)-1H-pyrrol-2-yl)-2-fluorobenzoate CC1(OC2=CC=C(C=C2C(=C1)C1=CC=C(C=C1)C)C1=CC=C(N1)OC(C1=C(C=CC=C1)F)=O)C